CN(C(/C=C/C(=O)OCC)CC1=CC=CC=C1)C ethyl (E)-4-(dimethylamino)-5-phenylpent-2-enoate